C1(CC1)C(N1C[C@@]2(CC1)OCCN1C2=CC(=N1)C=1C=C(C(=NC1)N)C(F)(F)F)C1=NC=NN1 5-{(3'R)-1'-[cyclopropyl(1H-1,2,4-triazol-5-yl)methyl]-6,7-dihydrospiro[pyrazolo[5,1-c][1,4]oxazine-4,3'-pyrrolidin]-2-yl}-3-(trifluoromethyl)pyridin-2-amine